FC(C(=O)O)(F)F.FC1=C(C=CC(=C1)F)S(=O)(=O)NC=1C(=NC=C(C1)C=1C=C2C(=NC=NC2=CC1)C1CNCC1)OC 2,4-difluoro-N-(2-methoxy-5-(4-(pyrrolidin-3-yl)quinazolin-6-yl)pyridin-3-yl)benzenesulfonamide trifluoroacetate